CC1=CC=C(S1)CN (5-methylthiophen-2-yl)methanamine